6-(2-isopropylphenyl)-4-(4-methoxybenzyl)-1-(7-azaspiro[3.5]nonan-2-yl)piperazin-2-one C(C)(C)C1=C(C=CC=C1)C1CN(CC(N1C1CC2(C1)CCNCC2)=O)CC2=CC=C(C=C2)OC